2-(4-(2-amino-6-(4-fluorophenyl)-5-(4-methylquinazolin-6-yl)pyridin-3-yl)-1H-pyrazol-1-yl)-N-methylacetamide NC1=NC(=C(C=C1C=1C=NN(C1)CC(=O)NC)C=1C=C2C(=NC=NC2=CC1)C)C1=CC=C(C=C1)F